C(C=C)(=O)N1C[C@@H]2COC3=C(C(N2CC1)=O)C(=NC(=C3Cl)C3=C(C=CC=C3)F)N3[C@H](CN([C@H](C3)C)C)C (R)-8-acryloyl-4-chloro-3-(2-fluorophenyl)-1-((2S,5S)-2,4,5-trimethylpiperazin-1-yl)-6,6a,7,8,9,10-hexahydro-12H-pyrazino[2,1-c]pyrido[3,4-f][1,4]oxazepin-12-one